6,7,8,9-Tetrahydropyrimido[5,4-b]quinolin-4-ol N1=CN=C(C2=NC=3CCCCC3C=C21)O